(3-(naphthalen-2-yl)phenyl)-boric acid C1=C(C=CC2=CC=CC=C12)C=1C=C(C=CC1)OB(O)O